CC(CC(CN)C)N 1,3-dimethyl-1,4-butanediamine